ClC=1C=CC=C2C=C(NC12)C(=O)O 7-chloro-1H-indol-2-carboxylic acid